C(C)(C)(C)OC(=O)NNC(=N)C1=CC(=C(C=C1)Cl)OC(C)C.BrC=1C(=NC=CC1)CCO[Si](C)(C)C(C)(C)C 3-bromo-2-[2-[(tert-butyldimethylsilyl)oxy]ethyl]pyridine tert-butyl-2-((4-chloro-3-isopropyloxyphenyl)(imino)methyl)hydrazine-1-carboxylate